O[C@H]1N(CC[C@@]23CC[C@@H](C[C@H]12)O3)C(=O)OCC=C |&1:1| rac-allyl (4aS,7S,8aS)-1-hydroxyoctahydro-2H-4a,7-epoxyisoquinoline-2-carboxylate